1-benzyl-2-(p-tolyl)-benzo[d]imidazole C(C1=CC=CC=C1)N1C(=NC2=C1C=CC=C2)C2=CC=C(C=C2)C